BrC1=COC2=C1C(=C(C=C2Cl)F)Cl 3-bromo-4,7-dichloro-5-fluoro-1-benzofuran